O=C(CCCCCCC(=O)OC(CCCCCCCC)CCCCCCCC)CCCCCCC(=O)OCCCCCCCC(C)C 1-(heptadecan-9-yl) 15-(8-methylnonyl) 8-oxopentadecanedioate